N1C(=NC=C1)NC1CCN(CC1)C(=O)C1=CC=C(C=C1)C1=CC=C(C=C1)C(F)(F)F (4-((1H-imidazol-2-yl)amino)piperidin-1-yl)(4'-(trifluoromethyl)-[1,1'-biphenyl]-4-yl)methanone